FC(C=1C(=C(C=CC1)[C@@H](C)NC=1C=2C(N=C(N1)C)=C(C(N(C2)C2(CC2)CF)=O)Br)F)F (R)-4-((1-(3-(Difluoromethyl)-2-fluorophenyl)ethyl)amino)-6-(1-(fluoromethyl)cyclopropyl)-8-Bromo-2-methylpyrido[4,3-d]pyrimidin-7(6H)-one